4-amino-1-((2R,4S,5R)-5-ethyl-4-hydroxy-5-(hydroxymethyl)-tetrahydrofuran-2-yl)-5-fluoropyrimidin-2(1H)-one NC1=NC(N(C=C1F)[C@@H]1O[C@@]([C@H](C1)O)(CO)CC)=O